1-(1H-imidazol-2-yl)-ethan-1-amine hydrochloride Cl.N1C(=NC=C1)C(C)N